N-(4-(6,7-dimethoxyquinolin-4-yloxy)phenyl)-N'-(4-fluorophenyl)cyclopropane-1,1-dicarboxamide hydrochloric acid salt Cl.COC=1C=C2C(=CC=NC2=CC1OC)OC1=CC=C(C=C1)NC(=O)C1(CC1)C(=O)NC1=CC=C(C=C1)F